dinaphthyl-(phenyl)anthracene C1(=CC=CC2=CC=CC=C12)C=1C(=C(C2=CC3=CC=CC=C3C=C2C1)C1=CC=CC=C1)C1=CC=CC2=CC=CC=C12